4-((5-(6-((1-(Cyclopropylsulfonyl)cyclopropyl)methyl)-1-methyl-7-oxo-4,5,6,7-tetrahydro-1H-pyrazolo[3,4-c]pyridin-3-yl)-2H-tetrazol-2-yl)methyl)benzonitrile C1(CC1)S(=O)(=O)C1(CC1)CN1C(C2=C(CC1)C(=NN2C)C=2N=NN(N2)CC2=CC=C(C#N)C=C2)=O